CN1N=CC=2C1=NC=CC2N2CCC(CC2)C=2C=NC(=CC2C)N2CCNCC2 1-methyl-4-[4-(4-methyl-6-piperazin-1-yl-3-pyridyl)-1-piperidyl]pyrazolo[3,4-b]pyridine